(S)-(4-(4-chloropyrazolo[1,5-a]pyridin-2-yl)-6,7-dihydro-1H-imidazo[4,5-c]pyridin-5(4H)-yl)(1-methyl-3-(trifluoromethyl)-1H-1,2,4-triazol-5-yl)methanone ClC=1C=2N(C=CC1)N=C(C2)[C@H]2N(CCC1=C2N=CN1)C(=O)C1=NC(=NN1C)C(F)(F)F